C(CCCCCCC)P(CCCCCCCC)(CCCCCCCC)=O Trioctylphosphine oxide